2-((4-(2,7-diazaspiro[3.5]nonan-2-yl)pyrimidin-5-yl)oxy)-N-ethyl-5-fluoro-N-Isopropylbenzamide C1N(CC12CCNCC2)C2=NC=NC=C2OC2=C(C(=O)N(C(C)C)CC)C=C(C=C2)F